carbon penta-diene C=CC=CC.[C]